NCC=1C=CC(=C(C(=O)NC(C)C=2C=C(C=C(C2)C=2C=NN(C2)C)C2=CC=C(S2)C(=O)O)C1)C 5-(3-(1-(5-(aminomethyl)-2-methylbenzamido)ethyl)-5-(1-methyl-1H-pyrazol-4-yl)phenyl)thiophene-2-carboxylic acid